ClC=1C(=C(CNC(CN(C(CN2N=C(C3=CC=CC=C23)C(=O)N)=O)CCC)=O)C=CC1)F 1-(2-((2-((3-chloro-2-fluorobenzyl)amino)-2-oxoethyl)(propyl)amino)-2-oxoethyl)-1H-indazole-3-carboxamide